4-[1-[5-(1,5-dimethyl-6-oxo-3-pyridyl)-6-isopropyl-2-pyridyl]-4-piperidyl]piperazine-1-carboxylic acid tert-butyl ester C(C)(C)(C)OC(=O)N1CCN(CC1)C1CCN(CC1)C1=NC(=C(C=C1)C1=CN(C(C(=C1)C)=O)C)C(C)C